C(C(C(CCCO)O)O)O hexane-1,2,3,6-tetraol